2,5-dicyclopropylpiperazine, diacetic acid salt C(C)(=O)O.C(C)(=O)O.C1(CC1)C1NCC(NC1)C1CC1